1,3-dioxoisoindolin-2-yl 2'-fluoro-6',7'-dihydrospiro[cyclobutane-1,8'-cyclopenta[e]pyrazolo[1,5-a]pyrimidine]-6'-carboxylate FC1=NN2C(N=CC3=C2C2(CC3C(=O)ON3C(C4=CC=CC=C4C3=O)=O)CCC2)=C1